(E)-2-(4-isopropyl-3-methoxystyryl)thiophene C(C)(C)C1=C(C=C(/C=C/C=2SC=CC2)C=C1)OC